C1OCCCC2=C1C=CC=C2 1,3,4,5-tetrahydrobenzo[c]oxepine